1-octanoyloxy-pyrene-3,6,8-trisulfonic acid trisodium salt [Na+].[Na+].[Na+].C(CCCCCCC)(=O)OC1=CC(=C2C=CC=3C(=CC(=C4C=CC1=C2C34)S(=O)(=O)[O-])S(=O)(=O)[O-])S(=O)(=O)[O-]